(3',5'-diphenyl-1,1':2',1''-terphenyl-3''-yl)-(3-naphthalen-1-yl-phenyl)-(1,1':4',1''-terphenyl-4-yl)-amine C1(=CC=CC=C1)C1=C(C(=CC(=C1)C1=CC=CC=C1)C1=CC=CC=C1)C1=CC(=CC=C1)N(C1=CC=C(C=C1)C1=CC=C(C=C1)C1=CC=CC=C1)C1=CC(=CC=C1)C1=CC=CC2=CC=CC=C12